C1(CCC1)N(C(=O)NC1=CC(=CC=C1)[C@H](C)SC1=NN=CN1C)C (S)-1-cyclobutyl-1-methyl-3-(3-(1-((4-methyl-4H-1,2,4-triazol-3-yl)thio)ethyl)phenyl)urea